4-(([1,2,4]triazolo[4,3-b]pyridazin-6-yloxy)methyl)-2-oxabicyclo[2.1.1]hexan N=1N=CN2N=C(C=CC21)OCC21COC(C2)C1